(3S)-3-hydroxycyclohexane-1-carboxylic acid isopropyl ester C(C)(C)OC(=O)C1C[C@H](CCC1)O